ethyl 5-((4-fluorobenzyl)oxy)-4-(methoxymethyl)-9H-pyrido[3,4-b]indole-3-carboxylate FC1=CC=C(COC2=C3C4=C(NC3=CC=C2)C=NC(=C4COC)C(=O)OCC)C=C1